tetrafluorobutanediol FC(C(C(O)(O)F)(F)F)C